C(C)(C)(C)P(C=1N(C2=CC=CC=C2C1)C1=CC=CC=C1)C(C)(C)C 2-(di-tert-butylphosphino)-1-phenyl-indol